arabinose tert-Butyl-N-[2-(2-aminoethyl)-3-pyridyl]carbamate C(C)(C)(C)N(C(O)=O)C=1C(=NC=CC1)CCN.O=C[C@@H](O)[C@H](O)[C@H](O)CO